1-(benzo[b]thiophen-2-yl)-2-(4-fluorophenyl)prop-2-en-1-one S1C2=C(C=C1C(C(=C)C1=CC=C(C=C1)F)=O)C=CC=C2